[Si](C)(C)(C(C)(C)C)OC(=C)OC 1-(tert-butyl-dimethylsilyl-oxy)-1-methoxyethene